C[S@@](=O)(=N)[C@@H]1C[C@H](N(C1)C(CNC(C1=CC=C(C=C1)OC1=CC=CC=C1)=O)=O)C(=O)OC methyl (2S,4R)-4-((S)-S-methylsulfonimidoyl)-1-((4-phenoxybenzoyl)glycyl)pyrrolidine-2-carboxylate